2,6-dimethylbenzo[d]thiazole CC=1SC2=C(N1)C=CC(=C2)C